ethyl (1s,3R,4S)-6-oxabicyclo[3.1.0]hexane-3-carboxylate [C@@H]12CC(CC2O1)C(=O)OCC